FC(C1=NC(=CC=C1C=1C=C(C(N(C1)C)=O)C)N1CCN(CC1)CC1=CC=C(C=C1)N1CCNCC1)F 5-[2-(difluoromethyl)-6-[4-[(4-piperazin-1-ylphenyl)methyl]piperazin-1-yl]-3-pyridinyl]-1,3-dimethyl-pyridin-2-one